ONC(CC1=CC=C(C=C1)OC1=CC=NC2=NC(=CC=C12)OC)=O N-hydroxy-2-(4-((7-methoxy-1,8-naphthyridin-4-yl)oxy)phenyl)acetamide